4,5-dicarboxylimidazole C(=O)(O)C=1N=CNC1C(=O)O